CN1C2=CC=CC=C2C=2C=C(C=CC12)C(=O)O 9-Methyl-9H-carbazole-3-carboxylic acid